(7R,12bS)-7,8,9-trifluoro-1H,2H,3H,4H,6H,7H,12H,12bH-indolo[2,3-a]quinolizin-4-one F[C@@H]1C2=C([C@@H]3CCCC(N3C1)=O)NC1=CC=C(C(=C12)F)F